C(C)C=1SC(=C(N1)C)C1=NC(=NC=C1)NC1=CC=C(C=N1)N1CCN(CC1)C(C)=O 1-(4-(6-((4-(2-ethyl-4-methylthiazol-5-yl)pyrimidin-2-yl)amino)pyridin-3-yl)piperazin-1-yl)ethan-1-one